N(=[N+]=[N-])C1=CC=C(C=C1)[C@]12[C@](C=3C(=NC(=CC3O1)OC)OC)([C@@H]([C@@H]([C@H]2C2=CC=CC=C2)CN2CC(C2)(C)O)O)O (5aR,6S,7S,8R,8aS)-5a-(4-azidophenyl)-7-((3-hydroxy-3-methylazetidin-1-yl)methyl)-1,3-dimethoxy-6-phenyl-5a,6,7,8-tetrahydro-8aH-cyclopenta[4,5]furo[3,2-c]pyridine-8,8a-diol